8-chloro-7-fluoro-6-iodoisoquinolin-3-amine ClC=1C(=C(C=C2C=C(N=CC12)N)I)F